C(#N)C=1C=C(C=CC1F)NC(C1=C(C(=CC=C1OC1=C(C=CC=C1)CC(F)(F)F)C(F)(F)F)F)=O N-(3-Cyano-4-fluorophenyl)-2-fluoro-3-(trifluoromethyl)-6-(2-(trifluoroethyl)phenoxy)benzamide